6-(2-bromo-1,1-difluoroethyl)-2-(3-chloro-4-fluorophenyl)-3-methoxypyridine BrCC(F)(F)C1=CC=C(C(=N1)C1=CC(=C(C=C1)F)Cl)OC